5-bromo-1,3,4-trimethylpyridine BrC=1C(=C(CN(C1)C)C)C